ClC1=CC(=C(COC=2N=C(C=C3C2NN=C3)C=3CCN(CC3)CC3=NC2=C(N3C[C@H]3OCC3)C=C(C=C2)C(=O)O)C=C1)F (S)-2-((4-(7-((4-chloro-2-fluorobenzyl)oxy)-1H-pyrazolo[3,4-c]pyridin-5-yl)-3,6-dihydropyridin-1(2H)-yl)methyl)-1-(oxetan-2-ylmethyl)-1H-benzo[d]imidazole-6-carboxylic acid